1-(2-(2-hydroxyethoxy)ethyl)-3-(3,3,6,6-tetramethyl-1-oxido-4,5-didehydro-2,3,6,7-tetrahydro-1λ6-thiepin-1-ylidene)urea OCCOCCNC(=O)N=S1(CC(C#CC(C1)(C)C)(C)C)=O